O1C(OCC1)C=1C=CC(=NC1)C1=C(C=CC=C1)O [5-(1,3-Dioxolan-2-yl)pyridin-2-yl]phenol